C(C)(C)OC1=C2N=CN(C2=NC=N1)CCC(=O)NO 3-(6-isopropoxy-9H-purin-9-yl)-N-hydroxy-propionamide